C(#N)C1=C(C=C(C=C1F)C(C(F)(F)F)C)C1=CC=C(C=C1)CNC(C1=C(C=CC(=C1)F)OC)=O N-((2'-cyano-3'-fluoro-5'-(1,1,1-trifluoropropan-2-yl)-[1,1'-biphenyl]-4-yl)methyl)-5-fluoro-2-methoxybenzamide